The molecule is a pyrimidine 2'-deoxyribonucleoside 5'-diphosphate that is 2'-deoxycytidine 5'-diphosphate (CDP) substituted by a hydroxymethyl group at position 5. It derives from a CDP. C1[C@@H]([C@H](O[C@H]1N2C=C(C(=NC2=O)N)CO)COP(=O)(O)OP(=O)(O)O)O